N-(4-fluoro-2-(4-methylpiperazin-1-yl)-5-(2-morpholinopyridin-4-yl)phenyl)-6-oxo-4-(trifluoromethyl)-1,6-dihydropyridine-3-carboxamide FC1=CC(=C(C=C1C1=CC(=NC=C1)N1CCOCC1)NC(=O)C1=CNC(C=C1C(F)(F)F)=O)N1CCN(CC1)C